FC1=CC=C2C(C=C(OC2=C1)C(=O)N)=O 7-fluoro-4-oxo-chromene-2-Formamide